FC1(CN(CC1)C1=C(C=C(C=C1)C1=NNC(OC1)=O)F)F 5-[4-(3,3-difluoropyrrolidin-1-yl)-3-fluorophenyl]-3,6-dihydro-2H-1,3,4-oxadiazin-2-one